O=C1NC=C(C(N1)=O)C=1C=C(C=2N(N1)C=CN2)N2CC(C(C2)(F)F)CC(=O)NC2(CC2)C(F)(F)F 2-(1-(6-(2,4-dioxo-1,2,3,4-tetrahydropyrimidin-5-yl)imidazo[1,2-b]pyridazin-8-yl)-4,4-difluoropyrrolidin-3-yl)-N-(1-(trifluoromethyl)cyclopropyl)acetamide